1-(4-(3-fluoropyridin-4-yl)piperazin-1-yl)-4-(2-methylbenzo[d]oxazol-7-yl)butan-1-one FC=1C=NC=CC1N1CCN(CC1)C(CCCC1=CC=CC=2N=C(OC21)C)=O